NC=1N=C(C2=C(N1)C=C(C=N2)C=2C=NC(=NC2)N2CCN(CC2)C)N[C@@](CNC(=O)C=2C=NN(C2)C)(CCCC)C (R)-N-(2-((2-amino-7-(2-(4-methylpiperazin-1-yl)pyrimidin-5-yl)pyrido[3,2-d]pyrimidin-4-yl)amino)-2-methylhexyl)-1-methyl-1H-pyrazole-4-carboxamide